chlorobenzylthiophosphate ClS(=P([O-])([O-])[O-])CC1=CC=CC=C1